ClC=1C=C(CN2CC=3C(N(C=4N=CC=CC4C3CC2)CC2=CC=C(C=C2)F)=O)C=CC1 3-(3-chlorobenzyl)-6-(4-fluorobenzyl)-2,3,4,6-tetrahydropyrido[3,4-c][1,8]naphthyridin-5(1H)-one